C12CN(CC2C1)C1=CC(=C(C=C1)CN1C=NC(=C1)C(=O)OCC)CO ethyl 1-[(4-{3-azabicyclo[3.1.0]hexan-3-yl}-2-(hydroxymethyl)phenyl)methyl]-1H-imidazole-4-carboxylate